CN1N=CC2=C1CCC2 1-methyl-1,4,5,6-tetrahydrocyclopenta[c]pyrazol